C(C)OC(CC=1C=NN(C1)C=1N=CSC1)=O.C(C=C)(=O)C(C)(S(=O)(=O)[O-])N(C)C.[Na+] sodium acryloyldimethylaminoethanesulfonate ethyl-2-[1-(1,3-thiazol-4-yl)-1H-pyrazol-4-yl]acetate